[6-[5-(1-hydroxycyclopropyl)-4H-1,2,4-triazol-3-yl]-2-azaspiro[3.3]heptan-2-yl]-[6-[(3-methylsulfonylphenyl)methyl]-2-azaspiro[3.3]heptan-2-yl]methanone OC1(CC1)C=1NC(=NN1)C1CC2(CN(C2)C(=O)N2CC3(C2)CC(C3)CC3=CC(=CC=C3)S(=O)(=O)C)C1